Rhodium hydroxid [Rh](O)(O)O